BrC1=C(C(=O)O)C=C(C=C1)OCC(CC)CC 2-bromo-5-(2-ethylbutoxy)benzoic acid